bromo-N-(3-buten-1-yl)-N-methylpyridineamide BrC=1C(=NC=CC1)C(=O)N(C)CCC=C